C(C)(C)(C)N=CC=NC(C)(C)C 1,4-ditert-butyl-1,4-diazabutadiene